C(C)C1=CC2=C(CCO[C@]23C[C@@H](N(CC3)CC=3N=NN(C3)[C@H]3CN(CC3)C(=O)OC(C)(C)C)C)S1 tert-butyl (3R)-3-[4-[[(2'S,4R)-2-ethyl-2'-methyl-spiro[6,7-dihydrothieno[3,2-c]pyran-4,4'-piperidine]-1'-yl]methyl]triazol-1-yl]pyrrolidine-1-carboxylate